ClC=1C=C(CC=2N(C=NN2)CCCC=2N=CN(C2)C(C2=CC=CC=C2)(C2=CC=CC=C2)C2=CC=CC=C2)C=CC1 5-(3-chlorobenzyl)-4-(3-(1-trityl-1H-imidazol-4-yl)propyl)-4H-1,2,4-triazol